COC([C@@H](NCC1=CC=CC=C1)CC1=CC=CC=C1)=O benzyl-(S)-phenylalanine methyl ester